tert-butyl (4R)-4-[(1S)-1-(2-hydroxyethyl)-2,2-dimethyl-propyl]-2,2-dimethyl-oxazolidine-3-carboxylate OCC[C@@H](C(C)(C)C)[C@H]1N(C(OC1)(C)C)C(=O)OC(C)(C)C